3-[6-(2-isopropoxy-pyridin-3-yl)-naphthalen-2-yl]-propionic acid C(C)(C)OC1=NC=CC=C1C=1C=C2C=CC(=CC2=CC1)CCC(=O)O